2-methyl-D-phenylalanine CC1=C(C[C@@H](N)C(=O)O)C=CC=C1